C1(C=CC=C1)=O.C1(C=CC=C1)=O.[Ni+3] nickel (III) dicyclopentadienone